2-((S)-2-(2-hydroxy-4-methylphenyl)-4,5-dihydrothiazol-4-yl)-3-methylthiazolidine-4-carboxylic acid OC1=C(C=CC(=C1)C)C=1SC[C@H](N1)C1SCC(N1C)C(=O)O